C(N)(=O)C=1N=C2N(C=C(N=C2NCC2(CCN(CC2)C(=O)O)F)C2=CC=NC=C2)C1 4-[(2-Carbamoyl-6-pyridin-4-yl-imidazo[1,2-a]pyrazin-8-ylamino)-methyl]-4-fluoro-piperidine-1-carboxylic acid